CN1CCC(CC1)S(=O)(=O)C1=NC2=CC(=NC=C2C=C1)N 2-(1-methylpiperidin-4-ylsulfonyl)-1,6-naphthyridin-7-amine